ClC=1C(=CC(=C(CCNC(OC(C)(C)C)=O)C1)OC)C(F)(F)F tert-butyl (5-chloro-2-methoxy-4-(trifluoromethyl)phenethyl)carbamate